COCCCN1N=CC=C1C 1-(3-methoxypropyl)-5-methyl-1H-pyrazole